1-(2-morpholinoethyl)-1H-indole-6-carboxylic acid methyl ester COC(=O)C1=CC=C2C=CN(C2=C1)CCN1CCOCC1